C1(=CC=CC=C1)C=1N=C2N(C=C(C=C2C2=CC=CC=C2)C2=C(C=CC=C2)S)C1 2-(2,8-diphenylimidazo[1,2-a]pyridin-6-yl)benzenethiol